7-(3-chlorophenoxy)-1-methyl-9-(1-methyl-1,2,3,6-tetrahydropyridin-4-yl)-6,7-dihydro-5H-benzo[c][1,2,3]triazolo[1,5-a]azepine 2,2,2-trifluoroacetate FC(C(=O)O)(F)F.ClC=1C=C(OC2C3=C(C=4N(CC2)N=NC4C)C=CC(=C3)C=3CCN(CC3)C)C=CC1